(1R,2S,5S)-N-[(1S)-1-cyano-2-[(3S)-2-oxopyrrolidin-3-yl]ethyl]-3-[(2S)-3,3-dimethyl-2-[(2,2,2-trifluoroacetyl)amino]butanoyl]-6,6-dimethyl-3-azabicyclo[3.1.0]hexane-2-carboxamide C(#N)[C@H](C[C@H]1C(NCC1)=O)NC(=O)[C@@H]1[C@H]2C([C@H]2CN1C([C@H](C(C)(C)C)NC(C(F)(F)F)=O)=O)(C)C